1-(Oxetan-3-yl)-4-(4,4,5,5-tetramethyl-1,3-dioxolan-2-yl)-1H-pyrazole O1CC(C1)N1N=CC(=C1)C1OC(C(O1)(C)C)(C)C